4,4-dimethyl-1,4,6,7-tetrahydropyrano[4,3-c]pyrazole-3-carboxylic acid CC1(OCCC=2NN=C(C21)C(=O)O)C